N1C=NC2=C1C=CC(=C2)NC(=O)C=2[N+](=C(NC2C)C=2C=C(C(=CC2)OC)C2=C(C=CC=C2C)C)[O-] 4-((1H-benzo[d]imidazol-5-yl)carbamoyl)-2-(6-methoxy-2',6'-dimethyl-[1,1'-biphenyl]-3-yl)-5-methyl-1H-imidazole 3-oxide